OC(C(C1=C(C=CC=C1)C)(C1=CC=CC=C1)C1=CC=CC=C1)O dihydroxydiphenyl-tolyl-ethane